N-((2R,3S)-1-Ethanoyl-2-(((cis-4-(2,3,6-trifluorophenyl)cyclohexyl)oxy)methyl)piperidin-3-yl)methanesulfonamide C(C)(=O)N1[C@H]([C@H](CCC1)NS(=O)(=O)C)CO[C@@H]1CC[C@@H](CC1)C1=C(C(=CC=C1F)F)F